(P)-3-bromo-4-((3-fluoropyridin-2-yl)methoxy)-2'-(2-(2-hydroxypropan-2-yl)-5-methylpyrimidin-4-yl)-5',6-dimethyl-2H-[1,4'-bipyridin]-2-one BrC=1C(N(C(=CC1OCC1=NC=CC=C1F)C)C1=CC(=NC=C1C)C1=NC(=NC=C1C)C(C)(C)O)=O